N1C(CCC2=CC=CC=C12)S(=O)(=O)N tetrahydroquinolinesulfonamide